2-chloro-5-(2,2-difluorocyclopropyl)-7-iodo-5H-pyrrolo[3,2-d]pyrimidine ClC=1N=CC2=C(N1)C(=CN2C2C(C2)(F)F)I